Methyl N-(O-acetyl-N-(2-(4-((tert-butoxycarbonyl)amino)phenyl)thiazole-5-carbonyl)-L-seryl)-O-(tert-butyldiphenylsilyl)-L-serinate C(C)(=O)OC[C@H](NC(=O)C1=CN=C(S1)C1=CC=C(C=C1)NC(=O)OC(C)(C)C)C(=O)N[C@@H](CO[Si](C1=CC=CC=C1)(C1=CC=CC=C1)C(C)(C)C)C(=O)OC